4-((1-(3-Methoxybenzyl)-4-(phenylamino)-1H-indol-7-amido)methyl)benzoic acid COC=1C=C(CN2C=CC3=C(C=CC(=C23)C(=O)NCC2=CC=C(C(=O)O)C=C2)NC2=CC=CC=C2)C=CC1